5-phenyl-N-(p-tolyl)-1,3,4-oxadiazol-2-amine C1(=CC=CC=C1)C1=NN=C(O1)NC1=CC=C(C=C1)C